1-(2-methoxy-4-(trifluoromethyl)phenyl)ethan-1-one methyl-(R)-6-chloro-3-((1-(2-(1-cyanocyclopropyl)-3,6-dimethyl-4-oxo-3,4-dihydroquinazolin-8-yl)ethyl)amino)picolinate COC(C1=NC(=CC=C1N[C@H](C)C=1C=C(C=C2C(N(C(=NC12)C1(CC1)C#N)C)=O)C)Cl)=O.COC1=C(C=CC(=C1)C(F)(F)F)C(C)=O